FC=1C=CC(=NC1)C=1C=C2C(=NC=NC2=C(C1)OC)NC(C)C=1OC(=NN1)C 6-(5-fluoropyridin-2-yl)-8-methoxy-N-(1-(5-methyl-1,3,4-oxadiazol-2-yl)ethyl)quinazolin-4-amine